FC1(OC2=C(O1)C=CC(=C2)[C@H](C)OC=2C=C(C=CC2F)N2N=C(C=1CCC[C@H](C21)OC21CC(C2)(C1)CC(=O)O)C(F)(F)F)F 2-[3-[[(7R)-1-[3-[(1S)-1-(2,2-difluoro-1,3-benzodioxol-5-yl)ethoxy]-4-fluoro-phenyl]-3-(trifluoromethyl)-4,5,6,7-tetrahydroindazol-7-yl]oxy]-1-bicyclo[1.1.1]pentyl]acetic acid